FC1=C(C=CC=C1C(F)(F)F)CNC(=O)C=1C=C(C=NC1OC)C1=CC=C2C(=NNC2=C1)C(=O)NC 6-[5-({[2-fluoro-3-(trifluoromethyl)phenyl]methyl}carbamoyl)-6-methoxypyridin-3-yl]-N-methyl-1H-indazole-3-carboxamide